cyclobutanone N,N-dimethylhydrazone CN(N=C1CCC1)C